ClC1=C(C=CC=C1)[C@H](CC)N1C[C@H](CC1)NC(OC(C)(C)C)=O tert-butyl ((S)-1-((S)-1-(2-chlorophenyl)propyl)pyrrolidin-3-yl)carbamate